C(C1=CC=CC=C1)(=O)O[C@H]1[C@@H](O[C@@H]([C@H]([C@@H]1OC(C1=CC=CC=C1)=O)OC(C1=CC=CC=C1)=O)COC(C1=CC=CC=C1)=O)C1=NN=NN1 5-(2',3',4',6'-tetra-O-benzoyl-β-D-glucopyranosyl)-tetrazole